[2-[5,7-difluoro-2-(4-fluorophenyl)-1H-indol-3-yl]ethyl]imidazolidine-2,4-dione FC=1C=C2C(=C(NC2=C(C1)F)C1=CC=C(C=C1)F)CCN1C(NC(C1)=O)=O